CC=1N=CC(=NC1)[C@H]1N(OCC1)C(=O)[C@@H]1CC[C@H](CC1)CC=1C=C(C=2N(C1)N=CN2)C trans-[(3S)-3-(5-methylpyrazin-2-yl)-1,2-oxazolidin-2-yl]-[4-[(8-methyl-[1,2,4]triazolo[1,5-a]pyridin-6-yl)methyl]cyclohexyl]methanone